mono-n-butyltin tris(2-ethylhexylmercaptoacetate) C(C)C(CSCC(=O)[O-])CCCC.C(C)C(CSCC(=O)[O-])CCCC.C(C)C(CSCC(=O)[O-])CCCC.C(CCC)[Sn+3]